(S)-N-{[3-(3-fluoro-4-{[(4-methylpiperazin-1-yl)-2-oxoethylcarbonylthio]piperazin-1-yl}phenyl)-2-oxo-5-oxazolidinyl]methyl}acetamide FC=1C=C(C=CC1N1C(CNCC1)SC(=O)CC(=O)N1CCN(CC1)C)N1C(O[C@H](C1)CNC(C)=O)=O